Methyl 3-(1-(5-fluoro-2-(2-((3-fluoropropyl)(methyl)amino)ethoxy)-3-methylpyridin-4-yl)-3-methyl-1,3,4,9-tetrahydro-2H-pyrido[3,4-b]indol-2-yl)propanoate FC=1C(=C(C(=NC1)OCCN(C)CCCF)C)C1N(C(CC2=C1NC1=CC=CC=C21)C)CCC(=O)OC